Cl.N1C=CC2=C(C=CC=C12)B(O)O 1H-INDOL-4-YLBORONIC ACID HYDROCHLORIDE